O1CC=NC=C1 [1,4]oxAzine